CC=1C=C(C=CC1[N+](=O)[O-])N1N=NC=C1 1-(3-methyl-4-nitrophenyl)-1H-1,2,3-triazole